(S)-6-methyl-1,4-oxazepane-6-ol hydrochloride Cl.C[C@@]1(CNCCOC1)O